N-[(2-amino-5-fluoroquinolin-7-yl)methyl]-N-(1,1-dioxo-2,3-dihydro-1λ6,2-benzothiazol-7-yl)pyridine-3-carboxamide NC1=NC2=CC(=CC(=C2C=C1)F)CN(C(=O)C=1C=NC=CC1)C1=CC=CC=2CNS(C21)(=O)=O